2-((3-(5-fluoropyrimidin-2-yl)-4-methylphenyl)(4-methoxybenzyl)carbamoyl)-4-(trifluoromethyl)pyrrolidine-1-carboxylate FC=1C=NC(=NC1)C=1C=C(C=CC1C)N(C(=O)C1N(CC(C1)C(F)(F)F)C(=O)[O-])CC1=CC=C(C=C1)OC